4-[5-(1-hydroxy-1-methyl-ethyl)-2-[3-(2-piperazin-1-ylethoxy)phenoxy]phenyl]-6-methyl-1H-pyrrolo[2,3-c]pyridin-7-one OC(C)(C)C=1C=CC(=C(C1)C=1C2=C(C(N(C1)C)=O)NC=C2)OC2=CC(=CC=C2)OCCN2CCNCC2